5-(2,4-difluorophenyl)-N-(3-(2-oxo-2-((2-(pyridin-2-yl)propan-2-yl)amino)ethyl)azetidin-3-yl)isoxazole-3-carboxamide FC1=C(C=CC(=C1)F)C1=CC(=NO1)C(=O)NC1(CNC1)CC(NC(C)(C)C1=NC=CC=C1)=O